bisstyryl-triazolyl-amide C(=CC1=CC=CC=C1)C1(C(=NN=N1)[NH-])C=CC1=CC=CC=C1